(R)-1-(2-((2,2'-dichloro-3'-((2-(trifluoromethyl)pyrido[3,2-d]pyrimidin-4-yl)amino)-[1,1'-biphenyl]-3-yl)carbamoyl)-4,5,6,7-tetrahydropyrazolo[1,5-a]pyridin-4-yl)piperidine ClC1=C(C=CC=C1NC(=O)C1=NN2C([C@@H](CCC2)N2CCCCC2)=C1)C1=C(C(=CC=C1)NC=1C2=C(N=C(N1)C(F)(F)F)C=CC=N2)Cl